C1(CC1)C=1C=C(CN2N=CC3=C(C=CC(=C23)C(=O)O)C#CC)C=CC1 1-(3-cyclopropylbenzyl)-4-(propane-1-yn-1-yl)-1H-indazole-7-carboxylic acid